N1C2C(NCC1)COCC2 octahydro-1H-pyrano[3,4-b]pyrazine